C(CC)C1=NNC(C2=CC=CC=C12)=O 4-propylphthalazin-1(2H)-one